2-ethyl-6-methyl-N-(3-(4'-(methylsulfonyl)-[1,1'-biphenyl]-4-yl)propyl)thieno[2,3-d]pyrimidin-4-amine C(C)C=1N=C(C2=C(N1)SC(=C2)C)NCCCC2=CC=C(C=C2)C2=CC=C(C=C2)S(=O)(=O)C